FC(C(C(C(F)(F)F)(F)F)(F)F)(F)F.[K] potassium fluoro(nonafluorobutane)